SCSC(SCC)SCS (3,3-bis(mercaptomethylthio)-2-thiapropyl)methane